diisobutyl-2,2,3,3-tetraethylsuccinate C(C(C)C)OC(C(C(C(=O)OCC(C)C)(CC)CC)(CC)CC)=O